O=C1NC(CCC1N1C(C2=CC=C(C=C2C1=O)N1CCN(CC1)CCC1CCN(CC1)CCOC1=CC=C(C=C1)\C(=C(\CC)/C1=CC=CC=C1)\C1=CC=C(C=C1)B(O)O)=O)=O (Z)-(4-(1-(4-(2-(4-(2-(4-(2-(2,6-dioxopiperidin-3-yl)-1,3-dioxoisoindolin-5-yl)piperazin-1-yl)ethyl)piperidin-1-yl)ethoxy)phenyl)-2-phenylbut-1-en-1-yl)phenyl)boronic acid